O1C(CC1)C1=CC(=NO1)C(=O)OCC ethyl 5-(oxetan-2-yl)isoxazole-3-carboxylate